tert-butyl (1S)-1-{[(S)-2-methylpropane-2-sulfinyl] amino}-7-azaspiro[3.5]nonane-7-carboxylate CC(C)(C)[S@](=O)N[C@H]1CCC12CCN(CC2)C(=O)OC(C)(C)C